COC1=C(C=C(C=N1)N1N=C(C2=CC=CC=C12)C(=O)NC)C(NCC1=C(C=CC=C1)OC(C)C)=O [6-Methoxy-5-({[2-(propan-2-yloxy)phenyl]methyl}carbamoyl)pyridin-3-yl]-N-methyl-1H-indazol-3-carboxamid